racemic-2-methylsulfonyl-1-(3-chlorophenyl)ethanol CS(=O)(=O)C[C@H](O)C1=CC(=CC=C1)Cl |r|